FC(C1=CC2=C(SC(=C2)C(N[C@H]2CCC[C@@H]3N(C2=O)[C@@H](CC3)C(=O)N3CC(C3)(C3=CC=CC=C3)COC)=O)C=C1)(F)P(O)(O)=O (difluoro(2-(((3S,6S,9aS)-3-(3-(methoxymethyl)-3-phenylazetidine-1-carbonyl)-5-oxooctahydro-1H-pyrrolo[1,2-a]azepin-6-yl)carbamoyl)benzo[b]thiophen-5-yl)methyl)phosphonic acid